C(C)(C)(C)C1=C(C(=CC(=C1C)O)C(C)(C)C)O 2,6-di-tert-butyl-4-hydroxy-methylphenol